2-(1-isobutylpyrazol-4-yl)-5-propyl-3H-imidazo[2,1-B]purin-4-one C(C(C)C)N1N=CC(=C1)C1=NC=2N3C(N(C(C2N1)=O)CCC)=NC=C3